3-chloro-5-nitro-2-(pyrrolidin-1-yl)pyridine ClC=1C(=NC=C(C1)[N+](=O)[O-])N1CCCC1